1-Methyl-1H-pyrazole-4-carboxylic acid {2-[5-(1-methyl-2-oxo-1,2,3,4-tetrahydro-quinolin-6-yl)-pyridin-3-yloxy]-ethyl}-amide CN1C(CCC2=CC(=CC=C12)C=1C=C(C=NC1)OCCNC(=O)C=1C=NN(C1)C)=O